N-[(E)-[(2,6-dichlorophenyl)-(3,3-difluoroazetidin-1-yl)methylene]amino]-4-methyl-benzenesulfonamide ClC1=C(C(=CC=C1)Cl)/C(/N1CC(C1)(F)F)=N\NS(=O)(=O)C1=CC=C(C=C1)C